3-[2-[4-(8-chloro-2-quinolinyl)phenoxy]ethoxy]cyclobutanecarboxylic acid ClC=1C=CC=C2C=CC(=NC12)C1=CC=C(OCCOC2CC(C2)C(=O)O)C=C1